C(=O)(O)C1=CC(=NC=C1)C1=NC=CC=C1C1=NC=CC=C1 4-carboxyterpyridine